C(C)(C)NC1=NC2=CC=CC=C2C=C1C(=O)N (isopropylamino)quinoline-3-carboxamide